O1CCC(=CC1)C1=NC(=CC(=C1)C=1C=C(C=CC1C)NC(=O)N1C[C@@H](CC1)CC(F)(F)F)N[C@@H](CO)C (3S)-N-[3-[2-(3,6-dihydro-2H-pyran-4-yl)-6-[[(2R)-1-hydroxypropan-2-yl]amino]pyridin-4-yl]-4-methylphenyl]-3-(2,2,2-trifluoroethyl)pyrrolidine-1-carboxamide